FC1=C(C(=CC(=C1)C(NC)=O)F)C=1N=C2N(C=CC(=C2)C)C1C([C@H]1CN(CCO1)C(=O)OC)([2H])[2H] methyl (S)-2-((2-(2,6-difluoro-4-(methylcarbamoyl)phenyl)-7-methylimidazo[1,2-a]pyridin-3-yl)methyl-d2)morpholine-4-carboxylate